methyl 2-((tert-butoxycarbonyl)amino)-4-(3,4-dihydroisoquinolin-2(1H)-yl)butanoate C(C)(C)(C)OC(=O)NC(C(=O)OC)CCN1CC2=CC=CC=C2CC1